[N+](=O)([O-])C1=CC=C(C=N1)N1CCC(CC1)N1CCNCC1 4-(1-(6-nitro-pyridin-3-yl)piperidin-4-yl)piperazine